CN(C1(CCC2(CN(C(N2)=O)C=2C(=NC(=NC2)C(F)(F)F)OCC2COC2)CC1)C1=CC(=CC=C1)F)C 8-(dimethylamino)-8-(3-fluorophenyl)-3-(4-(oxetan-3-ylmethoxy)-2-(trifluoromethyl)pyrimidin-5-yl)-1,3-diazaspiro[4.5]decan-2-one